sodium (1r,4r)-4-(4-(3-cyano-4-((2-cyano-4-fluorophenyl)thio)pyrazolo[1,5-a]pyridin-6-yl)-5-methyl-1H-pyrazol-1-yl)cyclohexyl phosphate P(=O)(OC1CCC(CC1)N1N=CC(=C1C)C=1C=C(C=2N(C1)N=CC2C#N)SC2=C(C=C(C=C2)F)C#N)([O-])[O-].[Na+].[Na+]